C(C)(C)(C)OC1=NC=C(C(=N1)OC(C)(C)C)C1=NC(=NC=C1)C 2',4'-di-tert-butoxy-2-methyl-[4,5'-bipyrimidin]